BrC1=CC(=C(C=C1F)C(\C=C(\C)/NC1CCC2(CC2)CC1)=O)F (2Z)-1-(4-bromo-2,5-difluorophenyl)-3-({spiro[2.5]octan-6-yl}amino)but-2-en-1-one